BrC1=C(C(=C(C(=C1)C)NC(=O)C1=CN=C(S1)NC1=NN(C=C1C)CC(=O)N(CC)CC)C)O N-(4-bromo-3-hydroxy-2,6-dimethylphenyl)-2-((1-(2-(diethylamino)-2-oxoethyl)-4-methyl-1H-pyrazol-3-yl)amino)thiazole-5-carboxamide